Cl.ClC1=NN(C=C1CNC1=C2C(C(C(C2=CC=C1)=O)C1C(NC(CC1)=O)=O)=O)C1CCNCC1 3-(4-(((3-chloro-1-(piperidin-4-yl)-1H-pyrazol-4-yl)methyl)amino)-1,3-dioxo-2,3-dihydro-1H-inden-2-yl)piperidine-2,6-dione hydrochloride